N-(3-((4-Hydroxy-1-(4-methyl-3-phenylpentanoyl)piperidin-4-yl)methyl)-4-oxo-3,4-dihydroquinazolin-7-yl)-3-(4-methylpiperazin-1-yl)propenamide OC1(CCN(CC1)C(CC(C(C)C)C1=CC=CC=C1)=O)CN1C=NC2=CC(=CC=C2C1=O)NC(C=CN1CCN(CC1)C)=O